NC1=NC=CC(=C1)C[C@@H]1[C@H](N(C1=O)C(=O)N[C@H](CC)C1CCOCC1)C(=O)N(C)C=1N(C=CN1)C (2S,3R)-3-((2-aminopyridin-4-yl)methyl)-N2-(1-methyl-1H-imidazol-2-yl)-N1-((R)-1-(oxan-4-yl)propyl)-N2-methyl-4-oxoazetidine-1,2-dicarboxamide